C(#C)C1=CC=C(C=C1)C1=CC(=C(C=2CCOC21)CO)CNC (7-(4-ethynylphenyl)-5-((methylamino)methyl)-2,3-dihydrobenzofuran-4-yl)methanol